5-ethylsulfonyl-1-methyl-imidazole-4-carboxylic acid C(C)S(=O)(=O)C1=C(N=CN1C)C(=O)O